(Z)-2-hydroxy-8-(hydroxymethylene)-6,6-dimethylspiro[3.5]nonan-7-one OC1CC2(C1)CC(C(\C(\C2)=C/O)=O)(C)C